FC=1C(=NC(=NC1)NC=1C(=NN(C1)C)OC)OCC1CCC(CC1)O (1R,4R)-4-(((5-fluoro-2-((3-methoxy-1-methyl-1H-pyrazol-4-yl)amino)pyrimidin-4-yl)oxy)methyl)cyclohexan-1-ol